The molecule is a primary ammonium ion obtained by protonation of the four amino groups and deprotonation of the carboxy group of gamma-L-glutamylbutirosin B; major species at pH 7.3. It derives from a neamine(4+). It is a conjugate acid of a gamma-L-glutamylbutirosin B. C1[C@@H]([C@H]([C@@H]([C@H]([C@@H]1NC(=O)[C@H](CCNC(=O)CC[C@@H](C(=O)[O-])[NH3+])O)O)O[C@H]2[C@@H]([C@@H]([C@H](O2)CO)O)O)O[C@@H]3[C@@H]([C@H]([C@@H]([C@H](O3)C[NH3+])O)O)[NH3+])[NH3+]